FC=1C=C(C=CC1)C1=NN(C2=CC(=CC=C12)OC1CCN(CC1)C(=O)OC(C)(C)C)C tert-butyl 4-((3-(3-fluorophenyl)-1-methyl-1H-indazol-6-yl)oxy)piperidine-1-carboxylate